ethyl-dimethyl-laurylammonium ethylsulfate C(C)OS(=O)(=O)[O-].C(C)[N+](CCCCCCCCCCCC)(C)C